(4-bromo-1-ethyl-1H-imidazol-2-yl)methanol BrC=1N=C(N(C1)CC)CO